2-(4-(2,4-Dichloroquinazolin-6-yl)-2-methoxyphenyl)-N,N-dimethylacetamide ClC1=NC2=CC=C(C=C2C(=N1)Cl)C1=CC(=C(C=C1)CC(=O)N(C)C)OC